(R)-N-(3-(1-((2-amino-5-chloropyridin-3-yl)oxy)ethyl)-phenyl)-2-chloro-5-methylbenzamide NC1=NC=C(C=C1O[C@H](C)C=1C=C(C=CC1)NC(C1=C(C=CC(=C1)C)Cl)=O)Cl